FC(C(=O)N[C@H]1[C@@](N(C(C1)=O)C=1C=C2C=NN(C2=CC1)C1=CC=C(C=C1)F)(C1=CC=CC=C1)C)(C)F 2,2-difluoro-N-(trans-1-(1-(4-fluorophenyl)-1H-indazol-5-yl)-2-methyl-5-oxo-2-phenylpyrrolidin-3-yl)propionamide